2-cyclopentyl-1-(2-(trifluoromethyl)phenyl)-1H-imidazole-4-carboxylic acid ethyl ester C(C)OC(=O)C=1N=C(N(C1)C1=C(C=CC=C1)C(F)(F)F)C1CCCC1